(S)-2-((7-cyanobenzo[d]thiazol-2-yl)amino)-N-(pyrrolidin-3-yl)isonicotinamide C(#N)C1=CC=CC=2N=C(SC21)NC=2C=C(C(=O)N[C@@H]1CNCC1)C=CN2